1-(4-(4-amino-7-methyl-5-(4-(4-methylpyrimidin-2-yloxy)phenyl)-7H-pyrrolo[2,3-d]pyrimidin-6-yl)phenyl)-3-methyl-5,6-dihydropyridin-2(1H)-one NC=1C2=C(N=CN1)N(C(=C2C2=CC=C(C=C2)OC2=NC=CC(=N2)C)C2=CC=C(C=C2)N2C(C(=CCC2)C)=O)C